NCCNCCNC([C@@H](N)CC(=O)N)=O N-[N'-(2-aminoethyl)-2-aminoethyl]aspartamide